2-(5-((tert-butoxycarbonyl)(methyl)amino)-2',6'-dimethyl-[1,1'-biphenyl]-3-yl)-5-methyl-4-((3-(methylcarbamoyl)phenyl)carbamoyl)-1H-imidazole 3-oxide C(C)(C)(C)OC(=O)N(C=1C=C(C=C(C1)C1=C(C=CC=C1C)C)C=1NC(=C([N+]1[O-])C(NC1=CC(=CC=C1)C(NC)=O)=O)C)C